C(C)(=O)OC[C@H]1O[C@H]([C@H]([C@H]([C@@H]1OC(C)=O)OC(C)=O)NC(C)=O)OC1=CC=C(C=C1)C(\C=C\C1=CC=CC=C1)=O [(2R,3S,4R,5S,6S)-5-Acetamido-3,4-diacetyloxy-6-[4-[(E)-3-phenylprop-2-enoyl]phenoxy]oxan-2-yl]methyl acetate